ClC=1C(=NC=C(C1)C(F)(F)F)N1CC(C1)CNC(C1=C(C=CC=C1)F)=O N-((1-(3-chloro-5-(trifluoromethyl)pyridin-2-yl)azetidin-3-yl)methyl)-2-fluorobenzamide